O=S1(OC(C2=C1C=CC=C2)(C2=C(C(=C(C(=C2)C(C)C)O)Br)C)C2=C(C(=C(C(=C2)C(C)C)O)Br)C)=O 4,4'-(1,1-Dioxido-3H-2,1-benzoxathiole-3,3-diyl)bis(2-bromo-6-isopropyl-3-methylphenol)